CC1=NOC(=C1COC1=C(C(=O)NCCC2=CC=C(C=C2)S(N)(=O)=O)C=C(C=C1)OC)C 2-((3,5-dimethylisoxazol-4-yl)methoxy)-5-methoxy-N-(4-sulfamoylphenethyl)benzamide